COC1=NC2=C(C=CC=C2C=C1)S(=O)(=O)NC1=C(C=CC=C1)C#CC=1C=CC(=NC1)C(=O)O 5-{2-[2-(2-methoxyquinoline-8-sulfonamido)phenyl]ethynyl}pyridine-2-carboxylic acid